3-methyltetrahydropyran-4-ol CC1COCCC1O